methyl 5-(methoxymethyl)-1H-pyrazole-4-carboxylate COCC1=C(C=NN1)C(=O)OC